C(CCCCCCCCCCCCCCCCCCC(=O)[O-])(=O)[O-] eicosanedioate